tert-butyl 6-((4-chloro-5-(trifluoromethyl) pyrimidin-2-yl) amino)-3,4-dihydroisoquinoline-2(1H)-carboxylate ClC1=NC(=NC=C1C(F)(F)F)NC=1C=C2CCN(CC2=CC1)C(=O)OC(C)(C)C